C(C=C)(=O)N1CC2(C1)CN(CC2)C2=C(C#N)C(=CN=C2OC[C@H]2N(CCC2)C)C2=C1C=NNC1=CC=C2C 3-(2-acryloyl-2,6-diazaspiro[3.4]octan-6-yl)-5-(5-methyl-1H-indazol-4-yl)-2-(((S)-1-methylpyrrolidin-2-yl)methoxy)isonicotinonitrile